C(C1=CC=CC=C1)OCCCOCCNC(OCCCC)=O butyl {2-[3-(benzyloxy)propoxy]ethyl}carbamate